methyl 3-methyl-6-nitro-2,4-dioxo-1,2,3,4-tetrahydroquinazoline-7-carboxylate CN1C(NC2=CC(=C(C=C2C1=O)[N+](=O)[O-])C(=O)OC)=O